FC(COC=1N=CC(=NC1)/C(=C/C=1C=CC(=C(C1)[C@@]12N=C(SC[C@@H]1CN(C2)C2=NC=C(C=N2)F)N)F)/F)F (4aR,7aS)-7a-(5-((Z)-2-(5-(2,2-difluoroethoxy)pyrazin-2-yl)-2-fluorovinyl)-2-fluorophenyl)-6-(5-fluoropyrimidin-2-yl)-4,4a,5,6,7,7a-hexahydropyrrolo[3,4-d][1,3]thiazin-2-amine